BrCCOCCN(C=1SC=C(N1)C1=CC(=CC=C1)Cl)C1=CC(=CC=C1)C(F)(F)F N-[2-(2-bromoethoxy)ethyl]-4-(3-chlorophenyl)-N-[3-(trifluoromethyl)phenyl]Thiazol-2-amine